tert-Butyl (2R,5S)-4-((E)-(5-chloro-6-(2-fluorophenyl)-2-(neopentylamino)pyridin-3-yl)(cyanoimino)methyl)-2,5-dimethylpiperazine-1-carboxylate ClC=1C=C(C(=NC1C1=C(C=CC=C1)F)NCC(C)(C)C)\C(\N1C[C@H](N(C[C@@H]1C)C(=O)OC(C)(C)C)C)=N/C#N